ClC1=C(C=C(OC2=C(C=C(C=C2)CCO)F)C=C1)C(F)(F)F 2-(4-(4-chloro-3-(trifluoromethyl)phenoxy)-3-fluorophenyl)ethan-1-ol